FC(C1=CC=C(C=C1)CN1CCC(C2=CC=CC=C12)=O)(F)F 1-[[4-(trifluoromethyl)phenyl]methyl]-2,3-dihydroquinolin-4-one